C(CCCCCCCC)NC(=O)NCCCCCCCCC N,N'-dinonylurea